(S)-6-bromo-7-(4-fluorobenzyl)-2-methyl-2,3-dihydro-1H-pyrido[2,3-b][1,4]oxazine BrC=1C(=CC2=C(OC[C@@H](N2)C)N1)CC1=CC=C(C=C1)F